FC=1C=C2C(N(C(C2=CC1)C(=O)OC)CC1=CC=C(C=C1)OC)=O methyl 5-fluoro-2-(4-methoxybenzyl)-3-oxoisoindoline-1-carboxylate